(2S)-2-amino-N-[(1S)-1-cyclohexyl-2-(4-{3-[1-(2,6-dioxopiperidin-3-yl)-3-methyl-2-oxo-1,3-benzodiazol-5-yl]propyl}piperidin-1-yl)-2-oxoethyl]pentanediamide N[C@H](C(=O)N[C@H](C(=O)N1CCC(CC1)CCCC1=CC2=C(N(C(N2C)=O)C2C(NC(CC2)=O)=O)C=C1)C1CCCCC1)CCC(=O)N